8-((4-((5-Cyclopropyl-3-(2-(trifluoromethyl)phenyl)isoxazol-4-yl)methoxy)bicyclo[2.2.2]octan-1-yl)methoxy)chinolin C1(CC1)C1=C(C(=NO1)C1=C(C=CC=C1)C(F)(F)F)COC12CCC(CC1)(CC2)COC=2C=CC=C1C=CC=NC21